CC1=NC(=NO1)C1=CC=C2C=CN=C(C2=C1)NC1CC(C1)C(=O)NC=1SC(=C(N1)C)C(F)(F)F (1s,3s)-3-((7-(5-methyl-1,2,4-oxadiazol-3-yl)isoquinolin-1-yl)amino)-N-(4-methyl-5-(trifluoromethyl)thiazol-2-yl)cyclobutane-1-carboxamide